C(#N)C1=C(NC=2C1=NC(=CC2)N(C(C#CC)=O)C2=C(C=C(C(=C2)C)I)C2CC2)C2CC2 N-(3-cyano-2-cyclopropyl-1H-pyrrolo[3,2-b]pyridin-5-yl)-N-(2-cyclopropyl-4-iodo-5-methylphenyl)but-2-ynamide